C(C)(C)(C)OC(=O)NC(C(=O)OC)CC(C(=O)OC)CC1(CCOCC1)[N+](=O)[O-] Dimethyl 2-((tert-butoxycarbonyl)amino)-4-((4-nitrotetrahydro-2H-pyran-4-yl)methyl)pentanedioate